C1(=CC=CC=C1)NC=1C=CC=2N(C3=CC=CC=C3C2C1)C1=CC=CC=C1 N,9-diphenyl-9H-carbazol-3-amine